methyl N-[5-[6-[(4-fluoro-3-methoxy-phenyl)-(methoxymethyl) carbamoyl] imidazo[1,2-a]pyridin-3-yl]-2-pyridyl]carbamate FC1=C(C=C(C=C1)N(C(=O)C=1C=CC=2N(C1)C(=CN2)C=2C=CC(=NC2)NC(OC)=O)COC)OC